tert-butyl ((3S)-1-(3-(4-(3-(1-hydroxyethyl)phenyl)picolinamido)-5-(4-methyl-1H-imidazol-1-yl)benzyl)piperidin-3-yl)carbamate OC(C)C=1C=C(C=CC1)C1=CC(=NC=C1)C(=O)NC=1C=C(CN2C[C@H](CCC2)NC(OC(C)(C)C)=O)C=C(C1)N1C=NC(=C1)C